NC=1SC2=C(N1)C(=C(C=C2)F)C=2C(=CC=1C3=C(C=NC1C2F)N(C([C@@H]2N3C[C@H](NC2)C)=O)C)Cl (2R,4aR)-10-(2-amino-5-fluorobenzo[d]thiazol-4-yl)-11-chloro-9-fluoro-2,6-dimethyl-2,3,4,4a-tetrahydro-1H-pyrazino[1',2':4,5]pyrazino[2,3-c]quinolin-5(6H)-one